N-[8-{4-(trifluoromethoxy)phenoxy}chroman-3-yl]acrylamide FC(OC1=CC=C(OC=2C=CC=C3CC(COC23)NC(C=C)=O)C=C1)(F)F